(1S,2R)-2-isopropylcyclopropane-1-carboxylic acid ethyl ester C(C)OC(=O)[C@@H]1[C@H](C1)C(C)C